OC=1C=C(NC1)C(N[C@@H](C)C1=CC=C(C=C1)C1=C(N=CS1)C)=O (2S,4R)-4-hydroxy-2-(((S)-1-(4-(4-methylthiazol-5-yl)phenyl)ethyl)carbamoyl)pyrrole